CC(=COC(CC)CCCCC)CCCCCCCCC 2-methyl-1-(octane-3-yloxy)undec-1-ene